5-(1-((1-(2-(4-(1,2-bis(4-hydroxyphenyl)but-1-en-1-yl)phenoxy)ethyl)piperidin-4-yl)methyl)piperidin-4-yl)-2-(2,6-dioxopiperidin-3-yl)isoindoline-1,3-dione OC1=CC=C(C=C1)C(=C(CC)C1=CC=C(C=C1)O)C1=CC=C(OCCN2CCC(CC2)CN2CCC(CC2)C=2C=C3C(N(C(C3=CC2)=O)C2C(NC(CC2)=O)=O)=O)C=C1